dicyanoethyl-hydroxyethyl-ammonium C(#N)C(C[NH2+]CCO)C#N